trans-N-(6-(1-methyl-1H-1,2,3-triazol-4-yl)isoquinolin-3-yl)-4-((4-methylpiperazin-1-yl)methyl)cyclohexane-1-carboxamide CN1N=NC(=C1)C=1C=C2C=C(N=CC2=CC1)NC(=O)[C@@H]1CC[C@H](CC1)CN1CCN(CC1)C